1-(4-bromophenyl)urea BrC1=CC=C(C=C1)NC(=O)N